(S)-2-((1R,3S)-3-(4-(isothiazol-5-yl)-1H-pyrazol-1-yl)cyclobutyl)-5-phenyl-2,5,6,7-tetrahydro-3H-pyrrolo[2,1-c][1,2,4]triazol-3-one S1N=CC=C1C=1C=NN(C1)C1CC(C1)N1N=C2N(C1=O)[C@@H](CC2)C2=CC=CC=C2